((2-(((R)-5-((4,4-Difluorocyclohexyl)amino)-3-methylpentyl)oxy)-6-methylpyridin-3-yl)sulfonyl)-L-proline FC1(CCC(CC1)NCC[C@H](CCOC1=NC(=CC=C1S(=O)(=O)N1[C@@H](CCC1)C(=O)O)C)C)F